COC(CCCCC1CCC(CC1)C#CC1=CC=C(C2=CC=CC=C12)[C@@H](C)NC(=O)C=1C=C(C=CC1C)NC1CN(C1)C(=O)OC(C)(C)C)=O tert-butyl (R)-3-((3-((1-(4-((4-(5-methoxy-5-oxopentyl)cyclohexyl)ethynyl)naphthalen-1-yl)ethyl)carbamoyl)-4-methylphenyl)amino)azetidine-1-carboxylate